2-cyclopropyl-3,3-difluoro-2-methyl-propionic acid C1(CC1)C(C(=O)O)(C(F)F)C